ClC(C)C1=C2C(=NC=C1)NC=C2 4-(1-chloroethyl)-1H-pyrrolo[2,3-b]pyridine